S1C2=C(C(=C1)C[C@H](CC(=O)NO)N1N=NC(=C1)C(C)NC(C1=CC=C(C=C1)F)=O)C=CC=C2 N-(1-(1-((R)-1-(Benzo[b]thiophen-3-yl)-4-(hydroxyamino)-4-oxobutan-2-yl)-1H-1,2,3-triazol-4-yl)ethyl)-4-fluorobenzamid